2,2-Dimethylbutyric Acid Sodium Salt [Na+].CC(C(=O)[O-])(CC)C